gamma-(3-thienylmethyl)-proline S1C=C(C=C1)CC1C[C@H](NC1)C(=O)O